zinc 3,5-di-tert-butylsalicylate tin 3,5-di-tert-butylsalicylate C(C)(C)(C)C1=C(C(C(=O)[O-])=CC(=C1)C(C)(C)C)O.[Sn+4].C(C)(C)(C)C1=C(C(C(=O)[O-])=CC(=C1)C(C)(C)C)O.[Zn+2]